C(C\C=C\CC)C1(C(CCC1)=O)C(=O)OCC (E)-ethyl 1-(hex-3-en-1-yl)-2-oxocyclopentane-1-carboxylate